CCCCCCCCCCCCCCCCCCCCC(=O)OC[C@H](COP(=O)(O)OC[C@H](CO)O)OC(=O)CCC/C=C\C/C=C\C/C=C\C/C=C\C/C=C\CC 1-heneicosanoyl-2-(5Z,8Z,11Z,14Z,17Z-eicosapentaenoyl)-glycero-3-phospho-(1'-sn-glycerol)